((7-ethyl-6-oxo-5,6-dihydro-1,5-naphthyridin-3-yl)methyl)-3'-fluoro-N-methyl-1',2',3',6'-tetrahydro-[3,4'-bipyridine]-6-carboxamide C(C)C=1C(NC=2C=C(C=NC2C1)CC1=NC(=CC=C1C=1C(CNCC1)F)C(=O)NC)=O